NC1=NN=C(S1)C#CCN1C2=C(CCC(C1=O)C1=C(C=C(C=C1)C(F)(F)F)C(F)(F)F)C=C(C=C2)F 1-(3-(5-Amino-1,3,4-thiadiazol-2-yl)prop-2-ynyl)-3-(2,4-bis(trifluoromethyl)phenyl)-7-fluoro-4,5-dihydro-1H-benzo[b]azepine-2(3H)-one